OC=1C(=NC=CC1OC)C(=O)N[C@H](C(=O)O[C@H]([C@@H](C)C1=C(C=C(C=C1)F)C(F)(F)F)C)C [(1S,2S)-2-[4-fluoro-2-(trifluoro-methyl)phenyl]-1-methyl-propyl] (2S)-2-[(3-hydroxy-4-methoxy-pyridine-2-carbonyl)amino]propanoate